C(CC)OC(C\C=C\C1=CC=CC=C1)=O (E)-4-phenylbut-3-enoic acid propyl ester